Ethyl (Z)-2-(5-(3-methoxyphenyl)-2-phenethyl-2-azabicyclo[3.3.1]nonan-9-ylidene)acetate COC=1C=C(C=CC1)C1/2CCN(C(CCC1)\C2=C/C(=O)OCC)CCC2=CC=CC=C2